FN1N=C(C=2C1=NC=CC2[Si](C)(C)C)C fluoro-3-methyl-4-(trimethylsilyl)-1H-pyrazolo[3,4-b]Pyridine